O[C@H]1[C@@H](CCC=2C=CC(=CC12)S(=O)(=O)N)[C@@H]1N2C(C3=CC=CC=C13)=CN=C2 (7S,8S)-8-Hydroxy-7-((S)-5H-imidazo[5,1-a]isoindol-5-yl)-5,6,7,8-tetrahydronaphthalen-2-sulfonamid